Tert-butyl ((1R,2R,3S,4R)-3-(((1-methylcyclobutyl)methyl)aminocarbonyl)-5-oxobicyclo[2.2.1]hept-2-yl)carbamate CC1(CCC1)CNC(=O)[C@@H]1[C@@H]([C@H]2CC([C@@H]1C2)=O)NC(OC(C)(C)C)=O